5-((1-cyclopropyl-6-fluoro-1H-benzo[d]imidazol-5-yl)ethynyl)-7-((5R)-5-(methoxymethyl)pyrrolidin-3-yl)imidazo[5,1-f][1,2,4]triazin-4-amine C1(CC1)N1C=NC2=C1C=C(C(=C2)C#CC=2N=C(N1N=CN=C(C12)N)C1CN[C@H](C1)COC)F